FC=1C=C(C(=NC1OCC1=CC=C(C=C1)OC)OC)[N+](=O)[O-] 5-fluoro-2-methoxy-6-[(4-methoxyphenyl)methoxy]-3-nitro-pyridine